ClC1=C(OC=2C=C3C=NN(C3=CC2)C=2C=C(SC2)C(=O)NC2CN(C2)C2CC2)C=CC=C1 4-(5-(2-chlorophenoxy)-1H-indazol-1-yl)-N-(1-cyclopropylazetidin-3-yl)thiophene-2-carboxamide